N-((1s,3s)-3-(6-((4-(4-(2-(1-(2-(2,6-dioxopiperidin-3-yl)-1,3-dioxoisoindolin-5-yl)piperidin-4-yl)ethyl)piperazin-1-yl)phenyl)amino)-9H-purin-9-yl)cyclobutyl)-2-phenylacetamide O=C1NC(CC[C@@H]1N1C(C2=CC=C(C=C2C1=O)N1CCC(CC1)CCN1CCN(CC1)C1=CC=C(C=C1)NC1=C2N=CN(C2=NC=N1)C1CC(C1)NC(CC1=CC=CC=C1)=O)=O)=O